N1=CN=CC2=C1C=CN2C[C@@]2(C[C@]1(CN(C(C1=O)=O)C1=NC=C(N=C1)C(C)(C)O)CCC2)C (5S,7S)-7-((5H-pyrrolo[3,2-d]pyrimidin-5-yl)methyl)-3-(5-(2-hydroxypropane-2-yl)pyrazin-2-yl)-7-methyl-1-oxo-3-azaspiro[4.5]decan-2-one